6-amino-7-(4-bromophenyl)-9-[(4S)-3,3-difluoropiperidin-4-yl]purin-8-one hydrochloride Cl.NC1=C2N(C(N(C2=NC=N1)[C@@H]1C(CNCC1)(F)F)=O)C1=CC=C(C=C1)Br